(S)-(6-((1H-Imidazol-1-yl)methyl)-8-((tetrahydrofuran-3-yl)amino)-3,4-dihydroisoquinolin-2(1H)-yl)(2-(benzyloxy)-4-(difluoromethyl)-6-hydroxyphenyl)methanone N1(C=NC=C1)CC=1C=C2CCN(CC2=C(C1)N[C@@H]1COCC1)C(=O)C1=C(C=C(C=C1O)C(F)F)OCC1=CC=CC=C1